NC(CCCNC(OC(C)(C)C)=O)(CCCNC(=O)OC(C)(C)C)C tert-butyl N-[4-amino-7-(tert-butoxycarbonylamino)-4-methyl-heptyl]carbamate